C(#N)C=1C=CC(=C2N=CC=NC12)[C@H]1C[C@H](C[C@H](C1)C)NC([C@H](C(C)C)O)=O (S)-N-((1S,3R,5S)-3-(8-cyanoquinoxalin-5-yl)-5-methylcyclohexyl)-2-hydroxy-3-methylbutanamide